2-(1-methyl-4-(4,4,5,5-tetramethyl-1,3,2-dioxaborolan-2-yl)-1H-indazol-3-yl)acetonitrile CN1N=C(C2=C(C=CC=C12)B1OC(C(O1)(C)C)(C)C)CC#N